[Si](C1=CC=CC=C1)(C1=CC=CC=C1)(C(C)(C)C)OC[C@H]1N(C(CC1)=O)C(=O)OC(C)(C)C tert-butyl (2S)-2-[[tert-butyl(diphenyl)silyl]oxymethyl]-5-oxo-pyrrolidine-1-carboxylate